N[C@H](CC1=C(C2=NSC(=C2S1)NCC=1SC=CC1)N1C=NC=C1)C 5-[(2S)-2-aminopropyl]-6-(imidazol-1-yl)-N-(thiophen-2-ylmethyl)thieno[3,2-c][1,2]thiazol-3-amine